O\C=C/1\C(OCC2=CC=CC=C12)=O (E)-4-hydroxymethylene-3-isochromanone